i-butyl-3-methylimidazolium hydrogensulfate S(=O)(=O)(O)[O-].C(C(C)C)C=1NC=C[N+]1C